CC1=CC(=NC=N1)C1=CC(=NN1)C(=O)N1C2(CC2)CC(CC1)C(=O)N 4-(5-(6-methylpyrimidin-4-yl)-1H-pyrazole-3-carbonyl)-4-azaspiro[2.5]octane-7-carboxamide